OC1CC(C1)C(=O)N(C)OC 3-hydroxy-N-methoxy-N-methyl-cyclobutanecarboxamide